N-[(1S)-5-[2-(2-aminopyridin-3-yl)-5-(1,3-thiazol-2-yl)imidazo[4,5-b]pyridin-3-yl]-2,3-dihydro-1H-inden-1-yl]-3-fluoro-5-formyl-4-hydroxybenzamide NC1=NC=CC=C1C1=NC=2C(=NC(=CC2)C=2SC=CN2)N1C=1C=C2CC[C@@H](C2=CC1)NC(C1=CC(=C(C(=C1)C=O)O)F)=O